4-hydroxyphenylmethylbenzylsulfonium OC1=CC=C(C=C1)C[SH+]CC1=CC=CC=C1